tert-butyl (S)-1-(2-(3-acetyl-5-(2-methylpyrimidin-5-yl)-1H-indazol-1-yl) acetyl)-5-oxopyrrolidine-2-carboxylate C(C)(=O)C1=NN(C2=CC=C(C=C12)C=1C=NC(=NC1)C)CC(=O)N1[C@@H](CCC1=O)C(=O)OC(C)(C)C